BrCCNC(OC(C)(C)C)=O tert-butyl 2-bromoethylcarbamate